(R)-8-(5-Cyclohexylthiazol-2-yl)-4,9-dioxooctahydro-2H-pyrazino[1,2-a]pyrazin C1(CCCCC1)C1=CN=C(S1)N1C([C@@H]2N(C(CNC2)=O)CC1)=O